3α,12α-dihydroxy-5β-cholanate O[C@H]1C[C@H]2CC[C@H]3[C@@H]4CC[C@H]([C@@H](CCC(=O)[O-])C)[C@]4([C@H](C[C@@H]3[C@]2(CC1)C)O)C